2-PROPAN-2-YL-PYRIDINE-3-CARBONITRILE CC(C)C1=NC=CC=C1C#N